(1-(2-((2-(2-fluoro-6-methoxyphenyl)pyrimidin-4-yl)amino)-5-(1-(tetrahydro-2H-pyran-4-yl)-1H-pyrazol-4-yl)pyridin-4-yl)-3-methylpyrrolidin-3-yl)methanol FC1=C(C(=CC=C1)OC)C1=NC=CC(=N1)NC1=NC=C(C(=C1)N1CC(CC1)(C)CO)C=1C=NN(C1)C1CCOCC1